(R)-N-(4-(chlorodifluoromethoxy)phenyl)-6-(3-hydroxypyrrolidin-1-yl)-5-((2-Methylpyridin-3-yl)amino)nicotinamide ClC(OC1=CC=C(C=C1)NC(C1=CN=C(C(=C1)NC=1C(=NC=CC1)C)N1C[C@@H](CC1)O)=O)(F)F